BrC=1SC=2[C@H](N(CCC2N1)C(=O)C1=NC2=C(N1)C(=CC=C2)Cl)C (R)-(2-Bromo-4-methyl-6,7-dihydrothiazolo[5,4-c]pyridin-5(4H)-yl)(7-chloro-1H-benzo[d]imidazol-2-yl)methanone